1-(2-((2,2-difluorobenzo[d][1,3]dioxol-5-yl)amino)-5-methylpyrimidin-4-yl)-1H-pyrrole-3-amide FC1(OC2=C(O1)C=CC(=C2)NC2=NC=C(C(=N2)N2C=C(C=C2)C(=O)N)C)F